4-((3-(2-fluorocyclopentyl)-2,4-dioxo-3,4-dihydroquinazolin-1(2H)-yl)methyl)-N-hydroxybenzoamide FC1C(CCC1)N1C(N(C2=CC=CC=C2C1=O)CC1=CC=C(C(=O)NO)C=C1)=O